COC1=C(C=CC=C1)C1=NC(NN1)=S 5-(2-methoxyphenyl)-1,2-dihydro-3H-1,2,4-triazole-3-thione